(4aR,10aR)-7-hydroxy-1-propyl-1,2,3,4,4a,5,10,10a-octahydrobenzo[g]quinolin-6-yl phosphate P(=O)(OC1=C(C=CC2=C1C[C@H]1CCCN([C@@H]1C2)CCC)O)([O-])[O-]